CC1C(NC(C(N1)C)C)CN1CCN(CC1)CC(=O)O 2-(4-((3,5,6-Trimethylpiperazin-2-yl)methyl)piperazin-1-yl)acetic acid